CC(=O)OC[C@@H]1[C@H]([C@@H]([C@H]([C@@H](O1)N=C=S)OC(=O)C)OC(=O)C)OC(=O)C 2,3,4,6-tetra-o-acetyl-beta-D-glucopyranosyl isothiocyanate